[Cl-].[Cl-].C(C1=CC=CC=C1)C(CC1=CC=CC=C1)=[Zr+2](C1=C(C=CC=2C3=CC(=C(C=C3CC12)C)[Si](C)(C)C)CC(C(C)[Si](C)(C)C)C)C1C=CC=C1 dibenzylmethylene(cyclopentadienyl)(2,7-dimethyl-3,6-di-(trimethylsilyl)-butylfluorenyl)zirconium dichloride